C[C@@]12C[C@H](N([C@H]2C1)C(CNC(C1=CC=C(C=C1)OC1=CC=C(C=C1)C)=O)=O)C(=O)OCC ethyl (1S,3S,5S)-5-methyl-2-((4-(p-tolyloxy)benzoyl)glycyl)-2-azabicyclo[3.1.0]hexane-3-carboxylate